5-(3H-[1,2,3]triazolo[4,5-b]pyridin-5-yl)-2-fluorobenzoic acid N1=NNC2=NC(=CC=C21)C=2C=CC(=C(C(=O)O)C2)F